FC=1C=CC2=C(N=C(O2)NC=2OC3=C(N2)C=C(C=C3)C(=O)OC)C1 methyl 2-[(5-fluoro-1,3-benzoxazol-2-yl)amino]-1,3-benzoxazole-5-carboxylate